2-(3-(4-(6-([1,1'-biphenyl]-4-yl)-2-phenylpyrimidin-4-yl)phenyl)pyridin-2-yl)-4,6-diphenyl-1,3,5-triazine C1(=CC=C(C=C1)C1=CC(=NC(=N1)C1=CC=CC=C1)C1=CC=C(C=C1)C=1C(=NC=CC1)C1=NC(=NC(=N1)C1=CC=CC=C1)C1=CC=CC=C1)C1=CC=CC=C1